(R)-(4-cyclopropyl-2-(pyridin-2-yl)oxazol-5-yl)(4-(4-(difluoromethyl)pyrazolo[1,5-a]pyridin-2-yl)-1,4,6,7-tetrahydro-5H-imidazo[4,5-c]pyridin-5-yl)methanone C1(CC1)C=1N=C(OC1C(=O)N1[C@H](C2=C(CC1)NC=N2)C2=NN1C(C(=CC=C1)C(F)F)=C2)C2=NC=CC=C2